(R)-3-((6-(2-((S)-1-amino-5-(tert-butoxy)-1,5-dioxopent-2-yl)-1-oxoisoindolin-5-yl)-1-methyl-1H-pyrrolo[2,3-b]pyridin-4-yl)oxy)pyrrolidine-1-carboxylic acid tert-butyl ester C(C)(C)(C)OC(=O)N1C[C@@H](CC1)OC1=C2C(=NC(=C1)C=1C=C3CN(C(C3=CC1)=O)[C@H](C(=O)N)CCC(=O)OC(C)(C)C)N(C=C2)C